C(CCCCCCCCC(=O)OC1CC(NC(C1)(C)C)(C)C)(=O)OC1CC(NC(C1)(C)C)(C)C bis-(2,2,6,6-tetramethyl-4-piperidyl) sebacate